tert-butyl 4-(6-aminopyridin-3-yl)-2,2-dimethylpiperazine-1-carboxylate NC1=CC=C(C=N1)N1CC(N(CC1)C(=O)OC(C)(C)C)(C)C